COCCOC=1C=C2C(=NC=NC2=CC1OCCOC)OC1=C(C=C(C=C1)C1C=2N(CCC1)N(C(C2C(=O)N)=O)C2=CC=CC=C2)C(F)(F)F (4-((6,7-bis(2-methoxyethoxy)quinazolin-4-yl)oxy)-3-trifluoromethylphenyl)-2-oxo-1-phenyl-1,2,4,5,6,7-hexahydropyrazolo[1,5-a]pyridine-3-carboxamide